BrC1=CC=C(C=NN2C(=NN=C2COC2=CC=CC=C2)SCC(=O)NC2=CC=CC=C2)C=C1 ((4-((4-bromobenzylidene)amino)-5-(phenoxymethyl)-4H-1,2,4-triazol-3-yl)thio)-N-phenylacetamide